1-chloro-4-(4-chloro-3-tolyl)sulfonyl-2-methylbenzene ClC1=C(C=C(C=C1)S(=O)(=O)C=1C=C(C=CC1Cl)C)C